CC1=CC(=NC(=C1)C)NC1=CC(=CC=2N(C(=NC21)C2CCOCC2)C)C2=CC=C(C=C2)N2CCN(CC2)C(C)C N-(4,6-dimethylpyridin-2-yl)-6-(4-(4-isopropylpiperazin-1-yl)phenyl)-1-methyl-2-(tetrahydro-2H-pyran-4-yl)-1H-benzo[d]imidazol-4-amine